C1(CCCCC1)CN1CCC2(CC1)COC1=C2C=C(C(=C1)C(=O)OC)C methyl r-(cyclohexylmethyl)-5-methyl-2H-spiro[1-benzofuran-3,4'-piperidine]-6-carboxylate